ClC=1C=C2C=NNC2=CC1C#CC(COC)(C)C 5-chloro-6-(4-methoxy-3,3-dimethyl-but-1-ynyl)-1H-indazole